7-chloro-4-methoxy-2-methyl-indol ClC=1C=CC(=C2C=C(NC12)C)OC